5-(4-{[trans-4-{[4-(pentafluoro-λ6-sulfanyl)phenyl]Amino}cyclohexyl]sulfonyl}phenyl)-2,3-dihydro-1H-isoindol-1-one FS(C1=CC=C(C=C1)N[C@@H]1CC[C@H](CC1)S(=O)(=O)C1=CC=C(C=C1)C=1C=C2CNC(C2=CC1)=O)(F)(F)(F)F